N(=[N+]=[N-])CC1=C(C=NN1C)C1=NC=C(C(=N1)C)O[C@@H]1C[C@H](CCC1)C(=O)OC(C)C Isopropyl (1S,3S)-3-((2-(5-(azidomethyl)-1-methyl-1H-pyrazol-4-yl)-4-methylpyrimidin-5-yl)oxy)cyclohexane-1-carboxylate